2-(2-cyclopropyl-3-fluorophenyl)pyrrolidine C1(CC1)C1=C(C=CC=C1F)C1NCCC1